2-hydroxycarbonyl-3-benzyloxycarbonyl-bicyclo[2.2.1]Hept-5-ene OC(=O)C1C2C=CC(C1C(=O)OCC1=CC=CC=C1)C2